N-cyclopropyl-1-methyl-1,2,3,4-tetrahydropyrrolo[1,2-a]pyrazine-6-carboxamide C1(CC1)NC(=O)C1=CC=C2N1CCNC2C